CC1=C(C(=O)OCC([C@H](C[C@H]2C(NCC2)=O)NC([C@@H](NC(=O)C=2NC3=CC=CC(=C3C2)OC)CC(C)C)=O)=O)C=CC=C1 (3S)-3-({N-[(4-methoxy-1H-indol-2-yl) carbonyl]-L-leucyl}amino)-2-oxo-4-[(3S)-2-oxopyrrolidin-3-yl]butyl 2-methylbenzoate